OC=1C(NC2=CC=C(N=C2C1C(=O)N)CC=1SC(=CC1)C1=CC(=CC=C1)O)=O 3-Hydroxy-6-{[5-(3-hydroxyphenyl)thiophen-2-yl]methyl}-2-oxo-1H-1,5-naphthyridine-4-carboxamide